C(C)C1(CCC(CC1)NC1=NN2C(C(=N1)OC)=C(C=C2)C2=CC=1N(C=C2)N=CC1C(=O)NC)O 5-(2-(((1s,4s)-4-ethyl-4-hydroxycyclohexyl)amino)-4-methoxypyrrolo[2,1-f][1,2,4]triazin-5-yl)-N-methylpyrazolo[1,5-a]pyridine-3-carboxamide